4-(2,2,2-trifluoroethyl)-2,3-dihydro-1,4-benzoxazine-6-carbaldehyde FC(CN1CCOC2=C1C=C(C=C2)C=O)(F)F